(2-ethoxy-1,1-difluoro-2-oxoethyl)-2-methoxyquinoline-3-carboxylic acid methyl ester COC(=O)C=1C(=NC2=CC=CC=C2C1C(C(=O)OCC)(F)F)OC